(E)-3-(4-fluoro-2-(3-(5-fluoro-3-methyl-1H-indazol-6-yl)acrylamido)-3-methylphenyl)propanoic acid FC1=C(C(=C(C=C1)CCC(=O)O)NC(\C=C\C1=C(C=C2C(=NNC2=C1)C)F)=O)C